C[C@@]12[C@H](CC[C@H]1[C@@H]1CCC=3C=C(C=CC3[C@H]1CC2)O)O estra-1,3,5(10)-trien-3,17beta-diol